3,6-Bis(5-bromo-2-thienyl)-2,5-bis(3,7-dimethyloctyl)-2,5-dihydropyrrolo[3,4-c]pyrrole-1,4-dione BrC1=CC=C(S1)C=1N(C(C2=C(N(C(C21)=O)CCC(CCCC(C)C)C)C=2SC(=CC2)Br)=O)CCC(CCCC(C)C)C